CN1C2(C3=C(C1=O)C=C(S3)C3=NC(=NC=C3C(F)(F)F)NC3CCN(CC3)S(=O)(=O)C)CC2 5'-methyl-2'-[2-[(1-methylsulfonylpiperidin-4-yl)amino]-5-(trifluoromethyl)pyrimidin-4-yl]spiro[cyclopropane-1,6'-thieno[2,3-c]pyrrole]-4'-one